ClC1=CNC2=NC=C(C=C21)C=2C=C1CCN(CC1=C(C2)[C@H]2NCCOC2)C(=O)C=2C=NC(=NC2)C (R)-(6-(3-chloro-1H-pyrrolo[2,3-b]pyridin-5-yl)-8-(morpholin-3-yl)-3,4-dihydroisoquinolin-2(1H)-yl)(2-methylpyrimidine-5-yl)methanone